C(C)N([C@H](C(=O)O)CC(C)C)C(=O)OCC1C2=CC=CC=C2C=2C=CC=CC12 (2S)-2-[ethyl(9H-fluorene-9-ylmethoxycarbonyl)amino]-4-methylpentanoic acid